C(#N)C1=CC(=CC=2N=C(OC21)C=2C(=C(C=CC2)C2=C(C(=CC=C2)NC=2N=CC=C1C=C(C=NC21)CN2C[C@@H](CC2)O)C)C)CN2CC(CC2)COC 1-((7-Cyano-2-(3'-(3-(((R)-3-hydroxypyrrolidin-1-yl)methyl)-1,7-naphthyridin-8-ylamino)-2,2'-dimethylbiphenyl-3-yl)benzo[d]oxazol-5-yl)methyl)-3-(methoxymethyl)pyrrolidin